5-bromo-N-(2,4,5-trifluorophenyl)-1H-pyrrole-3-sulfonamide BrC1=CC(=CN1)S(=O)(=O)NC1=C(C=C(C(=C1)F)F)F